methyl 2-chloro-5-(5-fluorobenzo[d]oxazol-2-yl)isonicotinate ClC=1C=C(C(=O)OC)C(=CN1)C=1OC2=C(N1)C=C(C=C2)F